COC1=C(CC2=NN3C(=NC=4C(=CC(=CC4C3=N2)F)OC)N)C=CC(=C1)OC (2,4-dimethoxybenzyl)-9-fluoro-7-methoxy-[1,2,4]triazolo[1,5-c]quinazolin-5-amine